C(C1=CC=CC=C1)C=1N=C2N(C(=NC=3C=CC(=CC23)OC)N)C1 2-benzyl-9-methoxyimidazo[1,2-c]quinazolin-5-amine